13-chloro-10-[2,6-difluoro-4-({2-[(oxan-4-yl)amino]ethyl}amino)phenyl]-8-ethyl-6,8,10-triazatricyclo[9.4.0.02,7]pentadeca-1(11),2(7),3,5,12,14-hexaen-9-one ClC1=CC=2N(C(N(C=3N=CC=CC3C2C=C1)CC)=O)C1=C(C=C(C=C1F)NCCNC1CCOCC1)F